1-Ethyl-4-{4-[(3-fluorobenzyl)sulfonyl]-2-nitrophenyl}piperazine C(C)N1CCN(CC1)C1=C(C=C(C=C1)S(=O)(=O)CC1=CC(=CC=C1)F)[N+](=O)[O-]